FC1=C(C(=CC=C1C(F)(F)F)OC1=C(C=C(C=C1)F)C)B1OC(C(O1)(C)C)(C)C 2-[2-Fluoro-6-(4-fluoro-2-methyl-phenoxy)-3-(trifluoromethyl)phenyl]-4,4,5,5-tetramethyl-1,3,2-dioxaborolane